(4-(1-Phenylethoxy)phenyl)-6-(1,2,3,6-tetrahydropyridin-4-yl)-9H-purine C1(=CC=CC=C1)C(C)OC1=CC=C(C=C1)C1=NC(=C2N=CNC2=N1)C=1CCNCC1